C(C)(C)(C)OC(=O)[C@@H](CCCCNC(OCC1=CC=CC=C1)=O)NC(N[C@@H](CCC(=O)OC(C)(C)C)C(=O)OC(C)(C)C)=O.C(C)OC(C1CCNCC1)OCC 4-(Diethoxymethyl)piperidine (9R,13s)-tri-tert-butyl-3,11-dioxo-1-phenyl-2-oxa-4,10,12-triazapentadecane-9,13,15-tricarboxylate